(6-chloro-4-(pyrrolidin-1-ylmethyl)-2H-pyrazolo[3,4-b]pyridin-2-yl)azetidine-1-carboxylic acid tert-butyl ester C(C)(C)(C)OC(=O)N1C(CC1)N1N=C2N=C(C=C(C2=C1)CN1CCCC1)Cl